CC=1C=C(C=C(C1O)C)CC1=C(C(=C(O)C(=C1)CC1=CC(=C(C(=C1)C)O)C)O)O 4,6-bis(3,5-dimethyl-4-hydroxyphenylmethyl)pyrogallol